(+/-)-4-(4-{[2-(1,3-dimethyl-1H-pyrazol-4-yl)pyrrolidin-1-yl]methyl}phenoxy)-2-hydroxybenzamide Benzyl-(4S*)-4-(trifluoromethyl)-1,2,3-oxathiazolidine-3-carboxylate C(C1=CC=CC=C1)OC(=O)N1SOC[C@H]1C(F)(F)F.CN1N=C(C(=C1)[C@@H]1N(CCC1)CC1=CC=C(OC2=CC(=C(C(=O)N)C=C2)O)C=C1)C |o1:14,&1:25|